N-[(2S,3R,4R,5R,6S)-6-(furo[2,3-d]pyrimidin-4-ylamino)-4,5-dihydroxy-2-methyl-tetrahydropyran-3-yl]-2-(methylamino)acetamide N1=CN=C(C2=C1OC=C2)N[C@@H]2[C@@H]([C@@H]([C@H]([C@@H](O2)C)NC(CNC)=O)O)O